Diisopentyl 7,7'-((3-((2-(4-(2-((4-(bis(2-hydroxy-7-(isopentyloxy)-7-oxoheptyl)amino)butanoyl)oxy)ethyl)piperazin-1-yl)ethyl)disulfaneyl)propyl)azanediyl)bis(6-hydroxyheptanoate) OC(CN(CCCC(=O)OCCN1CCN(CC1)CCSSCCCN(CC(CCCCC(=O)OCCC(C)C)O)CC(CCCCC(=O)OCCC(C)C)O)CC(CCCCC(OCCC(C)C)=O)O)CCCCC(=O)OCCC(C)C